3-carene C12CC(=CCC1C2(C)C)C